1-(2-((2-((3-chloro-2-fluorobenzyl)amino)-2-oxoethyl)(cyclopropyl)amino)-2-oxoethyl)-6-(3,3-difluoropiperidine-1-carboxamido)-1H-indazole-3-carboxamide ClC=1C(=C(CNC(CN(C(CN2N=C(C3=CC=C(C=C23)NC(=O)N2CC(CCC2)(F)F)C(=O)N)=O)C2CC2)=O)C=CC1)F